FC1=C(NC=C1F)CC 3,4-difluoroethyl-pyrrole